FC1=C(CC2=NC3=C(N2CCOC)C=C(C=C3)C(=O)O)C=C(C(=C1)C1=NC(=CC=C1)OCC=1C(=NC(=CC1)C(F)(F)F)C)F 2-(2,5-difluoro-4-(6-((2-methyl-6-(trifluoromethyl)pyridin-3-yl)methoxy)pyridin-2-yl)benzyl)-1-(2-methoxyethyl)-1H-benzo[d]imidazole-6-carboxylic acid